C1(=CC=CC=C1)CCCC(=O)[O-].[Na+].N1=C(C=CC=C1)NC(C)=O N-(pyridin-2-yl)acetamid sodium 4-phenylbutyrate